Ethyl 3,6-dichloropyrazine-4-carboxylate ClC1C=NC(=CN1C(=O)OCC)Cl